OC1(CCOCC1)CC1=CC=C(C=C1)C=1C=C(C(NC1C(F)(F)F)=O)C(=O)N 5-(4-((4-Hydroxytetrahydro-2H-pyran-4-yl)methyl)phenyl)-2-oxo-6-(trifluoromethyl)-1,2-dihydropyridine-3-carboxamide